6-(3-amino-6-(4-(4-(cyclopropylmethyl)piperazin-1-yl)phenyl)-5-fluoropyrazin-2-yl)-4-chloro-8-fluoro-3-methylisoquinolin-1(2H)-one NC=1C(=NC(=C(N1)F)C1=CC=C(C=C1)N1CCN(CC1)CC1CC1)C=1C=C2C(=C(NC(C2=C(C1)F)=O)C)Cl